FC(C(=O)O)(F)F.NC1=NC(=C(C2=C1N=C(N2CC(CO)CO)COCC)C)C 2-((4-amino-2-(ethoxymethyl)-6,7-dimethyl-1H-imidazo[4,5-c]pyridin-1-yl)methyl)propane-1,3-diol Trifluoroacetate Salt